4-(2-pyrrolidin-1-ylethylcarbamoyl-oxy)decanoic acid N1(CCCC1)CCNC(=O)OC(CCC(=O)O)CCCCCC